C(CCCCCCC\C=C/CCCCCC)OCCCCCCCC\C=C/CCCCCC Palmitoleyl ether